(5'S,7a'R)-1-(3-chloropyridine-2-carbonyl)-5'-(3,5-difluorophenyl)tetra-hydro-3'H-spiro-[piperidine-4,2'-pyrrolo[2,1-b][1,3]-oxazol]-3'-one ClC=1C(=NC=CC1)C(=O)N1CCC2(C(N3[C@H](O2)CC[C@H]3C3=CC(=CC(=C3)F)F)=O)CC1